1,4-disiletane [SiH2]1CC[SiH2]1